COC(C(=CC1=CC2=C(C=C(O2)C2=CC=C(C=C2)N(C2=CC=CC=C2)C2=CC=CC=C2)C=C1)C#N)=O 2-cyano-3-(2-(4-(diphenylamino)phenyl)benzofuran-6-yl)acrylic acid methyl ester